CN(C(OCCCC)=O)CCN(S(=O)(=O)C)C1=CC=C(C=C1)[N+](=O)[O-] butyl methyl(2-(N-(4-nitrophenyl)methylsulfonamido)ethyl)carbamate